aluminum zinc aluminum-magnesium [Mg].[Al].[Zn].[Al]